4-methoxy-2-methylphenylboronic acid COC1=CC(=C(C=C1)B(O)O)C